1-(2-methoxybenzyl)-5-(1H-tetrazol-5-yl)-1H-indole-3-carbonitrile COC1=C(CN2C=C(C3=CC(=CC=C23)C2=NN=NN2)C#N)C=CC=C1